FC1=C(C(=CC(=C1)CCC)C1=CC2=C(NC=N2)C=C1)C(C)(C)O 2-(2-fluoro-6-(1H-benzimidazol-5-yl)-4-propylphenyl)propane-2-ol